FC([C@@H]1CC[C@H](CC1)C1=NN=C2N1C1=C(CC3(C2)OCCO3)C=C(C=C1)C#N)(F)F 1'-[trans-4-(trifluoromethyl)cyclohexyl]-4'H,6'H-spiro[1,3-dioxolane-2,5'-[1,2,4]triazolo[4,3-a][1]benzazepine]-8'-carbonitrile